1-(5-methyl-2-pyridyl)ethanone CC=1C=CC(=NC1)C(C)=O